C1(C=CCCCC=C1)CCCC[Si](Cl)(Cl)Cl 4-(2,7-cyclooctadienyl)butyltrichlorosilane